ClC1=CC(=C(COC2=CC=CC(=N2)C2CCN(CC2)CC2=NC3=C(N2C)C=C(C=C3OC(CO)C)C(=O)O)C=C1)F 2-((4-(6-((4-Chloro-2-fluorobenzyl)oxy)pyridin-2-yl)piperidin-1-yl)methyl)-4-((1-hydroxypropan-2-yl)oxy)-1-methyl-1H-benzo[d]imidazole-6-carboxylic acid